CCCCCCCCCCCCCCCCCCCCCCCC(C(=O)N[C@@H](CO)[C@@H](/C=C/CCCCCCCCCC(C)C)O)O The molecule is an N-acyl-15-methylhexadecasphing-4-enine in which the acyl group has 25 carbons and 0 double bonds and is 2-hydroxylated. It derives from a 15-methylhexadecasphing-4-enine.